4-Chloro-1-(chloromethyl)-2-fluorobenzene ClC1=CC(=C(C=C1)CCl)F